ClC1=CC(=C(C=C1)C1=C(C=CC=C1)C1=CC=CC=2C3=CC=CC=C3NC12)C1=CC=CC2=CC=CC=C12 (4'-chloro-2'-(naphthalen-1-yl)-[1,1'-biphenyl]-2-yl)-9H-carbazole